BrC1=C(C=C2C(=NC(=NC2=C1F)Cl)N1C[C@@](CCC1)(O)C)Cl (R)-1-(7-bromo-2,6-dichloro-8-fluoroquinazolin-4-yl)-3-methylpiperidin-3-ol